C(CCCCCCCCCCCCC)N(CCN1CCN(CC1)CCC(CN(CCCCCCCCCCCCCC)CCCCCCCCCCCCCC)NCCCCCCCCCCCCCC)CCCCCCCCCCCCCC 1-(2-(4-(2-(Ditetradecylamino)ethyl)piperazin-1-yl)ethyl)-N1,N2,N2-tritetradecylethane-1,2-diamine